L-2,4-Dihydroxybutyrat O[C@H](C(=O)[O-])CCO